2-(azetidin-3-yl)propan-2-ol hydrochloride Cl.N1CC(C1)C(C)(C)O